BrC1=CC=C(C=C1)C(C(=O)C1=CC=CC=C1)=C 2-(4-bromophenyl)-1-phenylprop-2-en-1-one